C(O[C@H](C)C1=CC=C(C=C1)Cl)(OC1=CC=C(C=C1)[N+](=O)[O-])=O (R)-1-(4-chlorophenyl)ethyl (4-nitrophenyl) carbonate